2-(4-bromo-2-cyclopropylphenoxy)-3-(difluoromethoxy)propanoic acid BrC1=CC(=C(OC(C(=O)O)COC(F)F)C=C1)C1CC1